C(C)(C)(C)C=1C=C(C=C(C1)C(C)(C)C)C1=CC=C(N1)CN1[C@@H](CCC1)[C@H]1N(CCC1)CC=1NC(=CC1)C1=CC(=CC(=C1)C(C)(C)C)C(C)(C)C (2S,2'S)-1,1'-bis((5-(3,5-di-tert-butylphenyl)-1H-pyrrol-2-yl)methyl)-2,2'-bipyrrolidine